C(#N)CCCN1C=CC=2C1=NC(=CC2)NC(=O)C2CC2 1-(3-cyanopropyl)-6-(cyclopropanecarboxamido)-1H-pyrrolo[2,3-b]pyridin